tert-butyl (R)-(2-aminopropyl)carbamate hydrochloride Cl.N[C@@H](CNC(OC(C)(C)C)=O)C